4-(bromomethyl)-phenylboronic acid BrCC1=CC=C(C=C1)B(O)O